C(C)(C)(C)C1=CC=C(C=C1)NC(C(C1=CC=C(C=C1)OC)NC(=O)C1NC(NC1)=O)=O N-(2-((4-tert-butylphenyl)amino)-1-(4-methoxyphenyl)-2-oxoethyl)-2-oxoimidazolidine-4-carboxamide